8-(4-Chloro-2-(2,2,2-trifluoroethyl)phenyl)-9-(4-((1-(3-fluoropropyl)azetidin-3-yl)methyl)phenyl)-6,7-dihydro-5H-benzo[7]annulen ClC1=CC(=C(C=C1)C=1CCCC2=C(C1C1=CC=C(C=C1)CC1CN(C1)CCCF)C=CC=C2)CC(F)(F)F